(2S)-N-[(3R)-1-acetylpyrrolidin-3-yl]-2-amino-5-(2-aminopyridin-3-yl)pentanamide C(C)(=O)N1C[C@@H](CC1)NC([C@H](CCCC=1C(=NC=CC1)N)N)=O